C1(=CC=CC=C1)CCOCC=O PHENYLETHYL-OXYACETALDEHYDE